(2R)-2-(methoxymethyl)-azetidine hydrochloride Cl.COC[C@@H]1NCC1